tert-Butyl 4-(5-((4-((4-(acetamidomethyl)piperidin-1-yl)methyl)-6-(3,5-dichlorophenyl)pyridin-2-yl)oxy)pyrimidin-2-yl)-1,4-diazepane-1-carboxylate C(C)(=O)NCC1CCN(CC1)CC1=CC(=NC(=C1)C1=CC(=CC(=C1)Cl)Cl)OC=1C=NC(=NC1)N1CCN(CCC1)C(=O)OC(C)(C)C